N-((5-(1-cyclopropylethyl)-2,3-dihydro-1H-inden-4-yl-7-d)carbamoyl)-4-(2-hydroxypropan-2-yl)furan-2-sulfonimidamide C1(CC1)C(C)C=1C(=C2CCCC2=C(C1)[2H])NC(=O)NS(=O)(=N)C=1OC=C(C1)C(C)(C)O